ethyl 4-(trifluoromethyl)-2-pyridinecarboxylate FC(C1=CC(=NC=C1)C(=O)OCC)(F)F